tert-butyl N-[(1R)-1-methyl-3-oxo-butyl]carbamate C[C@H](CC(C)=O)NC(OC(C)(C)C)=O